C1(CCC1)[C@H]1COC2=CC(=CC=C2[C@H]1C1=CC=C(C=C1)N1CCC(CC1)CN1CCN(CC1)C=1C=C2CN(C(C2=CC1)=O)[C@@H]1C(NC(CC1)=O)=O)O (S)-3-(5-(4-((1-(4-((3R,4R)-3-Cyclobutyl-7-hydroxychroman-4-yl)phenyl)piperidin-4-yl)methyl)piperazin-1-yl)-1-oxoisoindolin-2-yl)piperidine-2,6-dione